(R)-1-([2,4'-bipyridine]-3-carbonyl)-4-(1-(2,6-difluorophenyl)ethyl)piperidine-4-carbonitrile N1=C(C(=CC=C1)C(=O)N1CCC(CC1)(C#N)[C@@H](C)C1=C(C=CC=C1F)F)C1=CC=NC=C1